C1=CC=C(C=2C3=CC=CC=C3C=CC12)NC1=CC(=NC=C1)C1=CC=CC=C1 N-(4-phenanthryl)-2-phenylpyridin-4-amine